C1(=CC=CC=C1)C1=C(C(=NN=N1)C1=CC=CC=2[Se]C3=C(C21)C=CC=C3)C3=CC=CC=C3 (diphenyltriazinyl)(dibenzoselenophene)